ethyl 3-chloro-7-(chlorosulfonyl)-5-(4-isobutyrylpiperazin-1-yl)imidazo[1,5-a]pyridine-1-carboxylate ClC1=NC(=C2N1C(=CC(=C2)S(=O)(=O)Cl)N2CCN(CC2)C(C(C)C)=O)C(=O)OCC